4-(6-bromo-9-phenyl-9H-carbazol-3-yl)benzaldehyde BrC=1C=C2C=3C=C(C=CC3N(C2=CC1)C1=CC=CC=C1)C1=CC=C(C=O)C=C1